ClC1=CC=C2C(=N1)N=C(O2)N[C@@H]2C[C@@H](CN(C2)CC)O (3S,5R)-5-[(5-Chlorooxazolo[4,5-b]pyridin-2-yl)amino]-1-ethyl-piperidin-3-ol